N-(1-Methylcyclopropyl)-3-((2-Methylthiazole-5-yl)Methyl)-2,4-dioxo-1,2,3,4-tetrahydrothieno[2,3-d]pyrimidine-6-sulfonamide CC1(CC1)NS(=O)(=O)C1=CC2=C(NC(N(C2=O)CC2=CN=C(S2)C)=O)S1